P(N)N phosphonodiamidite